Cl.C(C)(C)(C)OC(=O)N[C@H](CC(N)=O)C(=O)N[C@@H](C)C(=O)OC methyl (tert-butoxycarbonyl)-D-asparaginyl-L-alaninate hydrochloride